COC1=CC=C(C=C1)/C=C/C(=O)C=1C=NC2=CC=CC=C2C1C (E)-3-(3-(4-Methoxyphenyl)acryloyl)-4-methylquinolin